N,N'-di-o-tolyl-p-phenylenediamine C1(=C(C=CC=C1)NC1=CC=C(C=C1)NC1=C(C=CC=C1)C)C